O1C=CC=2C(=NC=CC21)C2=CC=C(C(=O)NC1CCC3(COC3)CC1)C=C2 4-(furo[3,2-c]pyridin-4-yl)-N-(2-oxaspiro[3.5]nonan-7-yl)benzamide